N1(CCC1)C1=NC=CC(=C1)C1(NC(=NC(=N1)NC(C)C)C1=CC=CC=C1)N 2-(2-(azetidin-1-yl)pyridin-4-yl)-N4-isopropyl-6-phenyl-1,3,5-triazine-2,4-diamine